4-[(3-{6-fluoro-4-[(1-methylpiperidin-4-yl)amino]-1-(2,2,2-trifluoroethyl)-1H-indol-2-yl}prop-2-yn-1-yl)amino]-3-methoxybenzene-1-sulfonamide FC1=CC(=C2C=C(N(C2=C1)CC(F)(F)F)C#CCNC1=C(C=C(C=C1)S(=O)(=O)N)OC)NC1CCN(CC1)C